triphosphonic acid P(=O)(O)OP(=O)(O)OP(=O)O